1,3-dibromo-2-(chloromethyl)benzene BrC1=C(C(=CC=C1)Br)CCl